FC([C@H]1N(C(OC1)=C=O)C=1N=C2C3=C(OCCCN2C1)C=C(C=C3)NC(C(=O)N)C)F 2-((2-((S)-4-(difluoromethyl)-2-carbonyloxazolidin-3-yl)-6,7-dihydro-5H-benzo[b]imidazo[2,1-d][1,5]oxazocine-10-yl)amino)propanamide